ethyl (E)-3-phenylprop-2-enoate C1(=CC=CC=C1)/C=C/C(=O)OCC